(3-chlorophenyl)-N-(2-(4-methylpiperazin-1-yl)ethyl)-5-(2-nitrophenyl)oxazole-4-carboxamide ClC=1C=C(C=CC1)C=1OC(=C(N1)C(=O)NCCN1CCN(CC1)C)C1=C(C=CC=C1)[N+](=O)[O-]